(R)-2-methyl-N-[3-(4-phenoxyphenyl)oxetan-3-yl]propane-2-sulfinamide CC(C)(C)[S@@](=O)NC1(COC1)C1=CC=C(C=C1)OC1=CC=CC=C1